FC(C)(F)C=1C=C(C=CC1)C1=CN=C(C(=N1)CO)C (6-(3-(1,1-difluoroethyl)phenyl)-3-methylpyrazin-2-yl)methanol